C(C)(C)(C)[C@H]1N2C(C=3N(N=C4C(=CC=CC34)O)C1)=CC(C(=C2)C(=O)OC)=O methyl (R)-6-(tert-butyl)-10-hydroxy-2-oxo-6,7-dihydro-2H-pyrido[2',1':3,4]pyrazino[1,2-b]indazole-3-carboxylate